C(CCC)C(C(=O)OCCCCC(=O)O)CCCCCC 5-((2-butyloctanoyl)oxy)pentanoic acid